2-[2-[4-chloro-2-[1-(2,2,2-trifluoroethyl)pyrazol-4-yl]oxyphenyl]pyrimidin-5-yl]ethanamine ClC1=CC(=C(C=C1)C1=NC=C(C=N1)CCN)OC=1C=NN(C1)CC(F)(F)F